C1=NNC=2C1=C1C=3CCCCC3C(=NC1=CC2)C2=CC=C(C(=O)N1CCN(CC1)C(=O)OC(C)(C)C)C=C2 tert-butyl 4-(4-(8,9,10,11-tetrahydro-3H-pyrazolo[4,3-a]phenanthridin-7-yl)benzoyl)piperazine-1-carboxylate